OCCOC1=CC=C(C=C1)C(C(C)(C)O)=O 1-[4-(2-hydroxyethoxy)phenyl]-2-hydroxy-2-methylpropane-1-one